4,6,7-trifluoro-N-((R)-1-(((S)-1-Cyano-2-((S)-2-oxopyrrolidin-3-yl)ethyl)amino)-1-oxo-3-(trimethylsilyl)propan-2-yl)-1H-indole-2-carboxamide FC1=C2C=C(NC2=C(C(=C1)F)F)C(=O)N[C@H](C(=O)N[C@@H](C[C@H]1C(NCC1)=O)C#N)C[Si](C)(C)C